C[Si](C)(C)C=1NC=C2C=CC=CC12 trimethylsilylisoindole